BrC1=C(C=C2C(=NC(=NC2=C1F)SC)N1[C@@H]2[C@H]([C@@H]2COCC1)F)C#N 7-Bromo-8-fluoro-4-((1S,7S,8S)-8-fluoro-5-oxa-2-azabicyclo[5.1.0]octan-2-yl)-2-(methylthio)quinazoline-6-carbonitrile